2-methyl-7-(3-(piperidine-1-carbonyl)pyrazolo[1,5-a]pyridin-7-yl)-3,4-dihydroisoquinolin-1(2H)-one CN1C(C2=CC(=CC=C2CC1)C1=CC=CC=2N1N=CC2C(=O)N2CCCCC2)=O